ethyl 2-[2-[[3-bromo-2-(trifluoromethyl)phenoxy]methyl]-7-azaspiro[3.5]nonan-7-yl]acetate BrC=1C(=C(OCC2CC3(C2)CCN(CC3)CC(=O)OCC)C=CC1)C(F)(F)F